2-[4-(2,4-Difluoro-phenyl)-5-methyl-pyridin-2-yl]-5-(1H-[1,2,3]triazol-4-yl)-isoindole FC1=C(C=CC(=C1)F)C1=CC(=NC=C1C)N1C=C2C=CC(=CC2=C1)C=1N=NNC1